FC1(CC(C1)[C@@H](C=1C=C(C(=O)N2CC3(C4=CC(=CC=C24)NS(=O)(=O)C)CCC2(CC3)CC2)C=CC1)O)F (S)-N-(1''-(3-((3,3-difluorocyclobutyl)(hydroxy)methyl)benzoyl)dispiro[cyclopropane-1,1'-cyclohexane-4',3''-indolin]-5''-yl)methanesulfonamide